N-(5-(4-methoxyphenyl)-1H-pyrazol-3-yl)-1H-indazol-6-amine COC1=CC=C(C=C1)C1=CC(=NN1)NC1=CC=C2C=NNC2=C1